4-methyl-N-[[(2R,5S)-3-oxo-2-(4-phenoxyphenyl)-1,4-thiazepan-5-yl]methyl]thiadiazole CC=1NN(SC1)C[C@H]1NC([C@H](SCC1)C1=CC=C(C=C1)OC1=CC=CC=C1)=O